2-sulfhydryl-6-methoxyquinoline-3-formaldehyde-N-oxide SC1=[N+](C2=CC=C(C=C2C=C1C=O)OC)[O-]